N-[(1s,4s)-4-{[4-cyano-3-(trifluoromethyl)phenyl]amino}cyclohexyl]-1-(2,2,2-trifluoroethyl)-1H-pyrazole-4-carboxamide C(#N)C1=C(C=C(C=C1)NC1CCC(CC1)NC(=O)C=1C=NN(C1)CC(F)(F)F)C(F)(F)F